C(\C=C\C(=O)[O-])(=O)[O-].C(C)N1C=[N+](C=C1)C.C(C)N1C=[N+](C=C1)C 1-ethyl-3-methylimidazolium fumarate